O1COC2=C1C=CC(=C2)N(C(=O)C=2C=C(C=CC2)N2N=C(C=1CN(CCC12)C(=O)NC1=CC=CC=C1)C(F)(F)F)C 1-[3-[1,3-benzodioxol-5-yl-(methyl)carbamoyl]phenyl]-N-phenyl-3-(trifluoromethyl)-6,7-dihydro-4H-pyrazolo[4,3-c]pyridine-5-carboxamide